4-{[7-(3,8-diazabicyclo[3.2.1]octan-3-yl)-5-{[(2R,7aS)-2-fluorotetrahydro-1H-pyrrolizin-7a(5H)-yl]methoxy}[1,3]thiazolo[5,4-d]pyrimidin-2-yl]oxy}-5-ethynyl-6-fluoronaphthalen-2-ol C12CN(CC(CC1)N2)C=2C1=C(N=C(N2)OC[C@]23CCCN3C[C@@H](C2)F)SC(=N1)OC1=CC(=CC2=CC=C(C(=C12)C#C)F)O